Methyl 6-(1,4,10,13-tetraoxa-7,16-diazacyclooctadec-7-ylmethyl)pyridine-2-carboxylate O1CCOCCN(CCOCCOCCNCC1)CC1=CC=CC(=N1)C(=O)OC